CC(O)(C1=CC=CC=C1)C#C α-methyl-α-ethynylbenzenemethanol